C(C)(C)N1C(=CC(C2=CC=CC=C12)=O)C(=O)N 1-isopropyl-4-oxo-1,4-dihydroquinoline-2-carboxamide